C1(CCC1)C(=O)[O-].[Ca+2].C1(CCC1)C(=O)[O-] calcium cyclobutaneate